C(C)C=1N=C2N(C=C(C=C2)N2CCN(CC2)S(=O)(=O)CC(=O)O)C1N(C)C=1SC=C(N1)C1=CC=C(C=C1)F 2-(4-(2-ethyl-3-((4-(4-fluorophenyl)thiazol-2-yl)(methyl)amino)imidazo[1,2-a]pyridin-6-yl)piperazin-1-ylsulfonyl)acetic acid